(3-(((4-(2-((6-(4H-1,2,4-triazol-4-yl)-1H-indazol-4-yl)amino)ethoxy)butyl)amino)methyl)-5-fluorophenyl)methanol N=1N=CN(C1)C1=CC(=C2C=NNC2=C1)NCCOCCCCNCC=1C=C(C=C(C1)F)CO